ClC1=C(C#N)C=C(C=C1)[C@@H]1[C@H](C1)C=1C=2N(N=C(C1)Cl)C=CN2 2-chloro-5-((1S,2S)-2-(6-chloroimidazo[1,2-b]pyridazin-8-yl)cyclopropyl)benzonitrile